C(C1=CC=CC=C1)OC(C(=O)O)C(C(=O)O)OCC1=CC=CC=C1 2,3-bis(benzyloxy)-succinic acid